(S)-N-(3''-fluoro-5''-methoxy-2,2'-dimethyl-4''-(((5-oxopyrrolidin-3-yl)amino)methyl)-[1,1':3',1''-terphenyl]-3-yl)-1,3-dimethyl-2,4-dioxo-1,2,3,4-tetrahydropyrimidine-5-carboxamide FC=1C=C(C=C(C1CN[C@@H]1CNC(C1)=O)OC)C=1C(=C(C=CC1)C1=C(C(=CC=C1)NC(=O)C=1C(N(C(N(C1)C)=O)C)=O)C)C